Tert-butyl (2-phenyl-1,2,3,4-tetrahydroquinolin-6-yl)carbamate C1(=CC=CC=C1)C1NC2=CC=C(C=C2CC1)NC(OC(C)(C)C)=O